N-((1-((3,4-dimethoxyphenyl)sulfonyl)piperidin-4-yl)methyl)-4-(trifluoromethoxy)benzenesulfonamide COC=1C=C(C=CC1OC)S(=O)(=O)N1CCC(CC1)CNS(=O)(=O)C1=CC=C(C=C1)OC(F)(F)F